ClC1=C(C(=C2C=NN(C2=C1)COCC[Si](C)(C)C)C1=C(C=2N=C(N=C(C2C=N1)OCC(F)(F)F)OCC12CCCN2CCC1)F)C 7-(6-chloro-5-methyl-1-((2-(trimethylsilyl)ethoxy)methyl)-1H-indazol-4-yl)-8-fluoro-2-((hexahydro-1H-pyrrolizin-7a-yl)methoxy)-4-(2,2,2-trifluoroethoxy)pyrido[4,3-d]pyrimidine